5-phenoxy-3,4-dibromo-2(5H)-furanone O(C1=CC=CC=C1)C1C(=C(C(O1)=O)Br)Br